N=1C=C(N2N=CC=CC21)C=O imidazo[1,2-b]pyridazin-3-yl-methanone